CC1CCC2=C1C=C(C=1N2C=NN1)C(=O)NC1=NC=CC=N1 6-Methyl-N-(pyrimidin-2-yl)-7,8-dihydro-6H-cyclopenta[e][1,2,4]triazolo[4,3-a]pyridine-4-carboxamide